C1(=NC=CC2=CC=CC=C12)NCCC1=CC=C(C=C1)NS(=O)(=O)C N-(4-(2-(Isochinolin-1-ylamino)ethyl)phenyl)methansulfonamid